OCC1=CN=NN1CC1=CC=C(CN2C(NC3=C2C=CC=C3)=O)C=C1 1-(4-((5-(hydroxymethyl)-1H-1,2,3-triazol-1-yl)methyl)benzyl)-1,3-dihydro-2H-benzo[d]imidazol-2-one